C(OC1=CC=C(C=C1)[N+](=O)[O-])(O[C@H]1[C@@H](C2=CC=CC=C2CC1)SSC1=NC=CC=C1)=O |r| 4-nitrophenyl (trans-(1RS,2RS)-1-(pyridin-2-yldisulfanyl)-1,2,3,4-tetrahydronaphthalen-2-yl) carbonate